C(=O)(OC(C)(C)C)NCC1=CC=CC=2NN=NC21 Bocaminomethyl-benzotriazole